(S)-2-amino-N-(4-(benzylthio)-3-chlorophenyl)-3-phenylpropanamide hydrochloride Cl.N[C@H](C(=O)NC1=CC(=C(C=C1)SCC1=CC=CC=C1)Cl)CC1=CC=CC=C1